BrC=1C=C2CN(C(C2=CC1)=O)C1C(NC(CC1)=O)=O 3-(5-Bromo-1-oxo-1,3-dihydro-isoindol-2-yl)-piperidine-2,6-dione